CC1=C(C(=C(C=C1)C(=O)C1=C(C(=C(C=C1)C)C)CC)CC)C bis-methyl-ethyl-phenylketone